FC1=C2C=C(C(N3C2=C(C(=C1)OCOC)CC3)=O)OCCC(C)C 7-fluoro-5-(isopentyloxy)-9-(methoxymethoxy)-1,2-dihydro-4H-pyrrolo[3,2,1-ij]quinolin-4-one